C(C)(C)(C)OC(=O)C1COC2(C1N(C=1C=CC(=CC21)C(C)(C)C)S(=O)(=O)C2=CC=C(C)C=C2)C(F)(F)F 7-(tert-butyl)-4-p-toluenesulfonyl-8b-(trifluoromethyl)-3,3a,4,8b-tetrahydro-2H-furo[3,2-b]indole-3-carboxylic acid tert-butyl ester